tert-butyl (R)-3-(5-(2-bromopyridin-4-yl)-1,3,4-oxadiazol-2-yl)-3-fluoropiperidine-1-carboxylate BrC1=NC=CC(=C1)C1=NN=C(O1)[C@@]1(CN(CCC1)C(=O)OC(C)(C)C)F